C(C1=CC=CC=C1)N(C(C)=O)\C(=C/C=C)\C1=CC=CC=C1 (Z)-N-BenZyl-N-(1-phenylbuta-1,3-dien-1-yl)acetamide